C(CCCCCCCCCCC)NC(C=1C(C(=O)N)=CC=CC1)=O N-dodecyl-phthalic diamide